O1C=C(C=C1)C=1NC(C2=C(N1)NN=C2)=O 6-(furan-3-yl)-1H-pyrazolo[3,4-d]pyrimidin-4(5H)-one